N1(CCC1)C(CN1CC([C@@H](CC1)NC1=NN2C(C(=N1)OC)=C(C=C2)C=2C=CC1=C(N(N=N1)CCF)C2)(F)F)=O (R)-1-(azetidin-1-yl)-2-(3,3-difluoro-4-((5-(1-(2-fluoroethyl)-1H-benzo[d][1,2,3]triazol-6-yl)-4-methoxypyrrolo[2,1-f][1,2,4]triazin-2-yl)amino)piperidin-1-yl)ethan-1-one